(E)-4-(Dimethylamino)-N-(1-methyl-3-(4-(trifluoromethyl)phenyl)-1H-pyrrolo[2,3-b]pyridin-5-yl)but-2-enamide 2,2,2-trifluoroacetate FC(C(=O)O)(F)F.CN(C/C=C/C(=O)NC=1C=C2C(=NC1)N(C=C2C2=CC=C(C=C2)C(F)(F)F)C)C